4-bromo-2-methyl-indazol-3-amine BrC=1C2=C(N(N=C2C=CC1)C)N